N-(4-toluenesulfonyl)isobutyramide CC1=CC=C(C=C1)S(=O)(=O)NC(C(C)C)=O